(S)-2-((Tert-butoxycarbonyl)amino)-4-methoxy-4-oxobutyric acid C(C)(C)(C)OC(=O)N[C@H](C(=O)O)CC(=O)OC